C(C)(C)(C)OC(=O)N1CN=C(C=C1)C1=NC(=NO1)C1=NC(=NC(=C1)C(F)(F)F)S(=O)(=O)C tert-Butyl-4-(3-(2-(methylsulfonyl)-6-(trifluoromethyl)pyrimidin-4-yl)-1,2,4-oxadiazole-5-yl)pyrimidine-1-carboxylate